N1(N=CC=C1)C1=C(C=CC=C1)NC1=NC(=NC=C1C(=O)OC(C)C)NC1=C(C=C(C(=C1)NC(C=C)=O)N(C)CCN(C)C)OC Isopropyl 4-((2-(1H-pyrazol-1-yl)phenyl)amino)-2-((5-acrylamido-4-((2-(dimethylamino)ethyl)(methyl) amino)-2-methoxyphenyl)amino)pyrimidin-5-carboxylate